7-(3-((3'-(5-(2-hydroxyethyl)-4,5,6,7-tetrahydrothiazolo[5,4-c]pyridin-2-yl)-2,2'-dimethyl-[1,1'-biphenyl]-3-yl)oxy)propyl)-2,7-diazaspiro[4.5]decane-2-carboxylic acid tert-butyl ester C(C)(C)(C)OC(=O)N1CC2(CC1)CN(CCC2)CCCOC=2C(=C(C=CC2)C2=C(C(=CC=C2)C=2SC=1CN(CCC1N2)CCO)C)C